4-cyclopropylmethyl-N-(1H-indol-3-yl)-3-oxo-3,4-dihydro-2H-benzo[b][1,4]thiazine-6-carboxamide C1(CC1)CN1C2=C(SCC1=O)C=CC(=C2)C(=O)NC2=CNC1=CC=CC=C21